3-(4-bromophenyl)-2-oxo-1,3,8-triazaspiro[4.5]decane-8-carboxylic acid tert-butyl ester C(C)(C)(C)OC(=O)N1CCC2(CN(C(N2)=O)C2=CC=C(C=C2)Br)CC1